1-(4-(5-(5-methoxypyridin-3-yl)-1H-indol-2-yl)pyridin-2-yl)azetidin-3-ol COC=1C=C(C=NC1)C=1C=C2C=C(NC2=CC1)C1=CC(=NC=C1)N1CC(C1)O